OCCN1C=CC2=CC=CC=C12 1-(2-hydroxyethyl)-1H-indol